ClC=1C=C2C=CC(=NC2=CC1)O[C@@H]1CN(CC1)C1=C(C#N)C=CC=C1 (S)-2-(3-(6-chloroquinolin-2-yloxy)pyrrolidin-1-yl)benzonitrile